N1=CN=CC2=C1C=NC=N2 [1,3]DIAZINO[5,4-D]PYRIMIDINE